O=C1CC[C@H](N1C(CNC(C1=CC=C(C=C1)OC1=CC=CC=C1)=O)=O)C(=O)O (S)-5-oxo-1-((4-phenoxybenzoyl)glycyl)pyrrolidine-2-carboxylic acid